N-(4-(7-(cyclohexyloxy)-8-fluoro-1,3,4,5-tetrahydro-2H-benzo[c]azepin-2-yl)-2,6-dimethylphenyl)-3,3-dimethylbutanamide C1(CCCCC1)OC1=CC2=C(CN(CCC2)C2=CC(=C(C(=C2)C)NC(CC(C)(C)C)=O)C)C=C1F